1-(azetidin-3-yl)piperidine hydrochloride Cl.N1CC(C1)N1CCCCC1